N-[1-[[2-chloro-5-(1-isopropyl-6-oxo-3-pyridyl)phenyl]methyl]-2-oxo-2-[4-[3-(trifluoromethyl)-1H-pyrazol-4-yl]anilino]ethyl]-2-methyl-pyrazole-3-carboxamide ClC1=C(C=C(C=C1)C1=CN(C(C=C1)=O)C(C)C)CC(C(NC1=CC=C(C=C1)C=1C(=NNC1)C(F)(F)F)=O)NC(=O)C=1N(N=CC1)C